C1(CC1)N1C(C(=CC(=C1)CNCC(C)C)C(=O)NC=1C=C(C=CC1)C1=C(C=C(C=C1)F)C1=NN=CN1C)=O 1-Cyclopropyl-N-(4'-fluoro-2'-(4-methyl-4H-1,2,4-triazol-3-yl)-[1,1'-biphenyl]-3-yl)-5-((isobutylamino)methyl)-2-oxo-1,2-dihydropyridine-3-carboxamide